CN1C=C(C=2C1=CN=C(C2)NC(C)=O)C2=CC(=C1C(=N2)C2(OCC1)COCC2)O[C@H]2COCC2 N-(1-methyl-3-(4'-(((R)-tetrahydrofuran-3-yl)oxy)-4,5,5',6'-tetrahydro-2H-spiro[furan-3,8'-pyrano[3,4-b]pyridin]-2'-yl)-1H-pyrrolo[2,3-c]pyridin-5-yl)acetamide